(2-cyano-2-(2-(3,5-dichloro-4-((5-isopropyl-6-oxo-1,6-dihydropyridazin-3-yl)oxy)phenyl)hydrazino)acetyl)carbamic acid ethyl ester C(C)OC(NC(C(NNC1=CC(=C(C(=C1)Cl)OC1=NNC(C(=C1)C(C)C)=O)Cl)C#N)=O)=O